tert-butyl 2-(6-(trifluoromethyl) pyridin-2-yl)-2,7-diazaspiro[3.5]nonane-7-carboxylate FC(C1=CC=CC(=N1)N1CC2(C1)CCN(CC2)C(=O)OC(C)(C)C)(F)F